tert-butyl N-[(3R)-1-[3-methoxy-4-(methylamino)-5-nitro-benzoyl]-3-piperidyl]carbamate COC=1C=C(C(=O)N2C[C@@H](CCC2)NC(OC(C)(C)C)=O)C=C(C1NC)[N+](=O)[O-]